(R)- or (S)-5-[1-(2-Chloro-6-fluorophenyl)-piperidin-4-yl]-2,4-dimethyl-7-(2-trifluoromethylbenzyl)-2,4,5,7-tetrahydro-pyrazolo[3,4-d]pyrimidin-6-one ClC1=C(C(=CC=C1)F)N1CCC(CC1)N1C(N(C=2C([C@H]1C)=CN(N2)C)CC2=C(C=CC=C2)C(F)(F)F)=O |o1:19|